Methyl 2,2-dimethyl-6-methylidene-1-cyclohexanecarboxylate CC1(C(C(CCC1)=C)C(=O)OC)C